Gamma-Glutamylglutamin N[C@@H](CCC(=O)N[C@@H](CCC(N)=O)C(=O)O)C(=O)O